5-methylpurine CC12N=CN=C1N=CN=C2